CC1(OCOC(C1)C)C 4,4,6-trimethyl-1,3-dioxan